NCCCNC(=O)N1CCN(CC1)C(C1=C(C=C(C=C1)NC=1C=2N(C=CN1)C(=CN2)C=2C(=NNC2)C(F)(F)F)Cl)=O N-(3-aminopropyl)-4-[2-chloro-4-[[3-[3-(trifluoromethyl)-1H-pyrazol-4-yl]imidazo[1,2-a]pyrazin-8-yl]amino]benzoyl]piperazine-1-carboxamide